N[C@H](C(=O)NC)CCN(C(CO)=O)[C@H](C(C)(C)C)C=1N(C=C(C1)C1=C(C=CC(=C1)F)F)CC1=CC=CC=C1 (2S)-2-amino-4-[{(1R)-1-[1-benzyl-4-(2,5-difluorophenyl)-1H-pyrrol-2-yl]-2,2-dimethylpropyl}(glycoloyl)amino]-N-methylbutanamide